((1r,4r)-2-oxa-5-azabicyclo[2.2.1]hept-5-yl)-N-(3-(difluoromethyl)-1-(4-oxocyclohexyl)-1H-pyrazol-4-yl)pyrazolo[1,5-a]pyrimidine-3-carboxamide [C@H]12OC[C@H](N(C1)C1=NN3C(N=CC=C3)=C1C(=O)NC=1C(=NN(C1)C1CCC(CC1)=O)C(F)F)C2